N1,N3-di(prop-2-en-1-yl)propane-1,3-diamine C(C=C)NCCCNCC=C